C(C)(C)(C)OC(=O)N1C(CCC1)C1=CC=C(C=C1)OCC(=O)OCC 2-(4-(2-ethoxy-2-oxoethoxy)phenyl)pyrrolidine-1-carboxylic acid tert-butyl ester